2-methyl-6-[2-(trifluoromethyl)-5,6-dihydro[1,2,4]triazolo[1,5-a]pyrazin-7(8H)-yl]pyrido[3,4-d]pyrimidin-4-ol CC=1N=C(C2=C(N1)C=NC(=C2)N2CC=1N(CC2)N=C(N1)C(F)(F)F)O